(Z)-1-{N-{3-aminopropyl}-N-{4-(β-aminopropylammonio)butyl}amino}diazen-1-ium-1,2-diolate NCCCN(CCCC[NH2+]CC(C)N)/[N+](=N/[O-])/[O-]